FC1=CC=CC=2OCCCNCC3=CC=CC(C4=NNC5=CN=C(C12)C=C45)=C3 17-fluoro-12-oxa-8,20,23,24-tetraazapentacyclo[17.5.2.12,6.013,18.022,25]heptacosa-1(24),2(27),3,5,13(18),14,16,19,21,25-decaene